CC1=C(C=NC=C1)C=1C=C/2C(=CN1)NC(\C2=C(\C)/NC=2C=NC(=CC2)C)=O (Z)-5-(4-Methylpyridin-3-yl)-3-(1-((6-methylpyridin-3-yl)amino)ethylidene)-1H-pyrrolo[2,3-c]pyridin-2(3H)-one